amino-pyrrolidine-3-carboxylate NN1CC(CC1)C(=O)[O-]